(5-amino-1,10-phenanthroline) ruthenium (II) dichloride [Ru](Cl)Cl.NC1=C2C=CC=NC2=C2N=CC=CC2=C1